C[C@@H]1NCC[C@H](C1)OC=1SC2=C(N1)SC(=N2)C=2N=CC(=C1C2NC=C1)C=1N=NN(N1)C 7-(5-{[(2S,4R)-2-Methylpiperidin-4-yl]oxy}[1,3]thiazolo[5,4-d][1,3]thiazol-2-yl)-4-(2-methyl-2H-tetrazol-5-yl)-1H-pyrrolo[2,3-c]pyridin